OCC1=CC(=NC2=CC(=CC=C12)NC(OC(C)(C)C)=O)[C@@H]1[C@H](C1)C1=NC=CC(=N1)C |r| rac-tert-butyl (4-(hydroxymethyl)-2-((1S*,2S*)-2-(4-methylpyrimidin-2-yl)cyclopropyl)quinolin-7-yl)carbamate